Benzyl N-[1-[[(3-amino-3-oxo-propyl)-[(2R)-2-chloro-2-fluoro-acetyl]amino]carbamoyl]-3-methyl-butyl]carbamate NC(CCN(C([C@H](F)Cl)=O)NC(=O)C(CC(C)C)NC(OCC1=CC=CC=C1)=O)=O